BrC=1C=C2C(=C(N=CC2=CC1)N)C#CC 6-bromo-4-(prop-1-yn-1-yl)isoquinolin-3-amine